N(=[N+]=[N-])CC=1N=C2N(N=C(C=C2Br)Cl)C1 2-(azidomethyl)-8-bromo-6-chloroimidazo[1,2-b]pyridazine